NC1=NC=NN2C1=C(C=C2C2CCC(CC2)N(C)C)C2=CC=C(C=C2)NC(=O)C=2C(N(C(N(C2)C(C)C)=O)C2=CC=CC=C2)=O N-(4-(4-amino-7-(4-(dimethylamino)cyclohexyl)pyrrolo[2,1-f][1,2,4]triazin-5-yl)phenyl)-1-isopropyl-2,4-dioxo-3-phenyl-1,2,3,4-tetrahydropyrimidine-5-carboxamide